N-[4-[(7-ethenyl-6-methoxy-1,5-naphthyridin-4-yl)oxy]-3-fluorophenyl]-5-(4-fluoro-2-methylphenyl)-4-hydroxy-6-methylpyridine-3-carboxamide C(=C)C1=C(N=C2C(=CC=NC2=C1)OC1=C(C=C(C=C1)NC(=O)C=1C=NC(=C(C1O)C1=C(C=C(C=C1)F)C)C)F)OC